N-(1-(7-(3-Chlorothiophen-2-yl)quinolin-5-yl)cyclopropyl)-2-methyl-5-((1-methylazetidin-2-yl)methoxy)benzamide ClC1=C(SC=C1)C1=CC(=C2C=CC=NC2=C1)C1(CC1)NC(C1=C(C=CC(=C1)OCC1N(CC1)C)C)=O